1,2,3,4-butanetetracarboxylic acid hydrazide C(C(C(CC(=O)O)C(=O)O)C(=O)O)C(=O)NN